6-methyl-2-methoxy-4-acetoxy-1-methacryloyloxynaphthalene CC=1C=C2C(=CC(=C(C2=CC1)OC(C(=C)C)=O)OC)OC(C)=O